2,6-dimethyl-4-chlorobenzenesulfonyl chloride CC1=C(C(=CC(=C1)Cl)C)S(=O)(=O)Cl